C(#N)C1=C(C(C(=CN1C1CC1)C(=O)NC1=CC(=C(C=C1)OC1=CC=NC2=CC(=C(C=C12)OC)OC)F)=O)C1=CC=C(C=C1)F 6-cyano-1-cyclopropyl-N-(4-((6,7-dimethoxyquinolin-4-yl)oxy)-3-fluorophenyl)-5-(4-fluorophenyl)-4-oxo-1,4-dihydropyridine-3-carboxamide